O[C@@H]1C[C@H](N(C1)C([C@H](C(C)(C)C)NC(=O)CCCCCCCCCNC(OC(C)(C)C)=O)=O)C(NCC1=CC=C(C=C1)C1=C(N=CS1)C)=O tert-butyl N-(9-[[(2S)-1-[(2S,4R)-4-hydroxy-2-([[4-(4-methyl-1,3-thiazol-5-yl)phenyl]methyl]carbamoyl)pyrrolidin-1-yl]-3,3-dimethyl-1-oxobutan-2-yl]carbamoyl]nonyl)carbamate